Cl.C12N(CC(NC1)C2)C2=CC=C(C=C2)C2C(NC(CC2)=O)=O 3-(4-(2,5-diazabicyclo[2.2.1]heptan-2-yl)phenyl)piperidine-2,6-dione HCl